ClC(C(C)C)C(Cl)(Cl)Cl 1-Chloro-2-methylpropyl-carbon chloride